C(C)(C)(C)N(C(O)=O)C[C@H]1C[C@H]([C@@H]2OC(O[C@@H]21)(C)C)N2C=C(C1=C2N=C(N=C1Cl)Cl)I.COCCCCCCC 1-methoxyheptane tert-butyl-(((3aR,4R,6R,6aS)-6-(2,4-dichloro-5-iodo-7H-pyrrolo[2,3-d]pyrimidin-7-yl)-2,2-dimethyltetrahydro-4H-cyclopenta[d][1,3]dioxol-4-yl)methyl)carbamate